C1CCOSCC1 oxathiepane